(3S)-3-(1,1-difluoroethyl)-N-[2-fluoro-5-[2-(2-hydroxyethoxy)-6-(morpholin-4-yl)pyridin-4-yl]-4-methylphenyl]pyrrolidine-1-carboxamide FC(C)(F)[C@@H]1CN(CC1)C(=O)NC1=C(C=C(C(=C1)C1=CC(=NC(=C1)N1CCOCC1)OCCO)C)F